2-ethylhexyl-methyl-3-ethyloxetane C(C)C(CC1(OCC1CC)C)CCCC